racemic-7,8-dichloro-9-fluoro-10-((2-hydroxyethyl)amino)-1-methyl-3,4,5,6-tetrahydroazepino[4,5-b]indol-2(1H)-one ClC1=C(C(=C(C=2C3=C(NC12)CCNC([C@@H]3C)=O)NCCO)F)Cl |r|